(R)-4-{2-[2-(2,4-dimethyl-3-oxopiperazin-1-yl)ethoxy]quinolin-6-yl}-6-methyl-1H-pyrrolo[2,3-c]pyridin-7(6H)-one C[C@H]1N(CCN(C1=O)C)CCOC1=NC2=CC=C(C=C2C=C1)C=1C2=C(C(N(C1)C)=O)NC=C2